(4-(tert-butyl)phenyl)(1-methyl-4,10-dihydrobenzo[b]pyrazolo[3,4-e][1,4]diazepin-5(1H)-yl)methanone C(C)(C)(C)C1=CC=C(C=C1)C(=O)N1C2=C(NC3=C(C1)C=NN3C)C=CC=C2